N,N-Diethyl-6-[4-[[3-(5-hydroxypyridin-3-yl)-5-(trifluoromethyl)phenyl]methyl]piperazin-1-yl]pyridazine-3-carboxamide C(C)N(C(=O)C=1N=NC(=CC1)N1CCN(CC1)CC1=CC(=CC(=C1)C(F)(F)F)C=1C=NC=C(C1)O)CC